7-(2-((1S,6S)-6-aminocyclohex-3-en-1-yl)-5-chloro-7-((thiophen-2-ylmethyl)amino)thieno[3,2-b]pyridin-3-yl)hept-6-yn-1-ol formate C(=O)OCCCCCC#CC1=C(SC=2C1=NC(=CC2NCC=2SC=CC2)Cl)[C@H]2CC=CC[C@@H]2N